pyridinyloxy-L-tryptophan N1=C(C=CC=C1)ON[C@@H](CC1=CNC2=CC=CC=C12)C(=O)O